tungsten tetradecenoate C(C=CCCCCCCCCCCC)(=O)[O-].[W+4].C(C=CCCCCCCCCCCC)(=O)[O-].C(C=CCCCCCCCCCCC)(=O)[O-].C(C=CCCCCCCCCCCC)(=O)[O-]